Cl.Cl.N1CCC2(CC1)[C@@H](C=1C(=NC=CC1)O2)N (R)-3H-spiro[furo[2,3-b]pyridine-2,4'-piperidine]-3-amine dihydrochloride